C(C)OC(=O)C1=C2C(=NC(=C1)Cl)C=CN2CC 5-chloro-1-ethyl-1H-pyrrolo[3,2-b]pyridine-7-carboxylic acid ethyl ester